2-cyclopropylamino-N-(2-chloro-4-methyl-3-pyridyl)-3-pyridinecarboxamide C1(CC1)NC1=NC=CC=C1C(=O)NC=1C(=NC=CC1C)Cl